C12CN(CC(CC1)N2)C=2C1=C(N=C(N2)OCC2(CC2)CN(C)C)CN(CC1)C1=NC=CC2=CC=CC(=C12)Br 1-(4-(3,8-diazabicyclo[3.2.1]octan-3-yl)-2-((1-((dimethylamino)methyl)cyclopropyl)methoxy)-5,8-dihydropyrido[3,4-d]pyrimidin-7(6H)-yl)-8-bromoisoquinolin